C1(CC1)C1=CN=C2C(=N1)N(N=C2NCC2=NC1=C(N2)C=CC=C1C(F)(F)F)C1CCN(CC1)C 6-cyclopropyl-1-(1-methylpiperidin-4-yl)-N-{[4-(trifluoromethyl)-1H-benzimidazol-2-yl]methyl}-1H-pyrazolo[3,4-b]pyrazin-3-amine